CC=1C(=NC=CC1)[C@H](O)C1=CC=CC=C1 |r| racemic-(3-methylpyridin-2-yl)(phenyl)methanol